(5-(tert-butyl)-2-methylphenyl)-7-azaspiro[3.5]nonane-7-carboxylic acid tert-butyl ester C(C)(C)(C)OC(=O)N1CCC2(CCC2C2=C(C=CC(=C2)C(C)(C)C)C)CC1